O=C1NC=CC=C1 1,2-dihydro-2-oxopyridine